ON=C(N)CNCCC(=O)O 3-({[N'-hydroxy-carbamimidoyl]-methyl}amino)-propanoic acid